C1(=CC=CC=C1)OC1=CC=C(C=C1)S(=O)(=O)C1=CC=CC=C1 4-benzenesulphonylphenyl phenyl ether